CC(CCOC1=CC=C(C=C1)C1=NC=C(C(=N1)C)C(=O)OCC)(C)C ethyl 2-(4-(3,3-dimethylbutoxy)phenyl)-4-methylpyrimidine-5-carboxylate